C(C)(C)OC=1C=C(C=CC1)C1=C(C=C(C=C1C(C)C)C(C)C)C(C)C 3-isopropoxy-2',4',6'-triisopropyl-1,1'-biphenyl